6-amino-5-(2-aminopiperazin-1-yl)-2,3-dihydro-1,4-benzodioxine NC1=C(C2=C(OCCO2)C=C1)N1C(CNCC1)N